FC1C(N(C1)CC1=CC(=C2CN(C(C2=C1)=O)C1=CC(=CC=C1)C1(COC1)CC1=NN=CN1C)C(F)(F)F)(C)C 6-((3-fluoro-2,2-dimethylazetidin-1-yl)methyl)-2-(3-(3-((4-methyl-4H-1,2,4-triazol-3-yl)methyl)oxetan-3-yl)phenyl)-4-(trifluoromethyl)isoindolin-1-one